tert-butyl 5-[4-(trifluoromethyl)phenyl]-3,4-dihydro-1H-isoquinoline-2-carboxylate FC(C1=CC=C(C=C1)C1=C2CCN(CC2=CC=C1)C(=O)OC(C)(C)C)(F)F